[N+](=O)([O-])C1=CC=C(C=C1)S(=O)(=O)N 4-nitrobenzenesulfonamide